C1(=CC=CC=C1)CCCC1=NC(=NC(=N1)N)N (3-phenylpropyl)-2,4-diamino-1,3,5-triazine